(2R)-2-(2,4-difluorophenyl)-1,1-difluoro-3-(1H-tetrazol-1-yl)-1-(5-(4-(4-(2-(2,2,2-trifluoro-1-hydroxyethyl)pyridin-4-yl)piperazin-1-yl)phenyl)pyridin-2-yl)propan-2-ol FC1=C(C=CC(=C1)F)[C@](C(C1=NC=C(C=C1)C1=CC=C(C=C1)N1CCN(CC1)C1=CC(=NC=C1)C(C(F)(F)F)O)(F)F)(CN1N=NN=C1)O